(1-benzyl-5-(4-chlorophenyl)-1H-imidazol-2-yl)(4-chlorophenyl)methanone C(C1=CC=CC=C1)N1C(=NC=C1C1=CC=C(C=C1)Cl)C(=O)C1=CC=C(C=C1)Cl